COC=1C(=NC=CC1C1=NOC(=N1)CN1C(OCC1)=O)NC1=C(N=NC(=C1)NC(CC(C)C)=O)C(=O)NC([2H])([2H])[2H] 4-[(3-Methoxy-4-{5-[(2-oxo-1,3-oxazolidin-3-yl)methyl]-1,2,4-oxadiazol-3-yl}pyridin-2-yl)amino]-N-(2H3)methyl-6-(3-methylbutanamido)pyridazin-3-carboxamid